OCC(C1=NC=C(C=C1)C(F)(F)F)N1C[C@@H](N(C[C@H]1C)C(=O)OC(C)(C)C)C tert-butyl (2S,5R)-4-(2-hydroxy-1-(5-(trifluoromethyl)pyridin-2-yl)ethyl)-2,5-dimethylpiperazine-1-carboxylate